COC=1C=C(C=CC1OC)C1=CC=2C=NC(=CC2N1C)C1CCN(CC1)C(CN1CCCCC1)=O 1-(4-(2-(3,4-dimethoxyphenyl)-1-methyl-1H-pyrrolo[3,2-c]pyridin-6-yl)piperidin-1-yl)-2-(piperidin-1-yl)ethan-1-one